N-methyl-3-pyrrolidinol acetate C(C)(=O)OC1CN(CC1)C